dibenzyl-aniline C(C1=CC=CC=C1)N(C1=CC=CC=C1)CC1=CC=CC=C1